N-[3-(4,6-dimethylpyrimidin-5-yl)-4-[(3R)-pyrrolidin-3-yl]oxyphenyl]cyclopropanecarboxamide CC1=NC=NC(=C1C=1C=C(C=CC1O[C@H]1CNCC1)NC(=O)C1CC1)C